FC=1C=C(OC=2N=NC(=CC2C(=O)NC2=CC(=CC=C2)S(=O)(=N)C)C(F)(F)F)C=CC1F 3-(3,4-difluorophenoxy)-N-(3-(S-methylsulfonimidoyl)phenyl)-6-(trifluoromethyl)pyridazine-4-carboxamide